O1C(=NC=C1)C1=C(OCC(=O)O)C=C(C=C1)N1CCN(CC1)S(=O)(=O)C1=CC=C(C=C1)OC(C)C [2-(Oxazol-2-yl)-5-(4-{4-[(propan-2-yl)oxy]phenylsulfonyl}piperazin-1-yl)phenoxy]acetic acid